6-chloro-4-((S)-3-(cyanomethyl)piperazin-1-yl)-2-(((S)-1-methylpyrrolidin-2-yl)methoxy)-7-(5,6,7,8-tetrahydronaphthalen-1-yl)quinoline-3-carbonitrile ClC=1C=C2C(=C(C(=NC2=CC1C1=CC=CC=2CCCCC12)OC[C@H]1N(CCC1)C)C#N)N1C[C@@H](NCC1)CC#N